C1(CC1)CC(C1=CC(=C(C=C1)C)F)C=1N=C(SC1C)N (2-cyclopropyl-1-(3-fluoro-4-methylphenyl)ethyl)-5-methylthiazol-2-amine